FC1(CCN(CC1)C1=C2C=C(N=CC2=CC=N1)NC1CCN(CC1)S(=O)(=O)C=C)F 5-(4,4-difluoropiperidin-1-yl)-N-(1-(vinylsulfonyl)piperidin-4-yl)-2,6-naphthyridin-3-amine